tert-butyl (S)-3-((5-fluoro-4-(N-(isothiazol-4-yl)-N-((2-(trimethylsilyl)ethoxy)methyl)sulfamoyl)-2-methylphenyl)(methyl)amino)pyrrolidine-1-carboxylate FC=1C(=CC(=C(C1)N([C@@H]1CN(CC1)C(=O)OC(C)(C)C)C)C)S(N(COCC[Si](C)(C)C)C=1C=NSC1)(=O)=O